O1CC[C@@H](C2=C1C=CC=C2)NC(=O)C=2C=NC1=C(N=CC(=C1C2N2CCOCC2)OC)C2=C(C(=CC(=C2)F)F)F N-[(4S)-3,4-dihydro-2H-1-benzopyran-4-yl]-5-methoxy-4-(morpholin-4-yl)-8-(2,3,5-trifluorophenyl)-1,7-naphthyridine-3-carboxamide